ClC1=CC(=C(C=C1)[C@H](C(=O)C1=CNC2=CC(=C(C(=C12)F)C)OC)NC1=CC(=CC(=C1)OC)OCCO)OC |r| racemic-2-(4-chloro-2-methoxyphenyl)-1-(4-fluoro-6-methoxy-5-methyl-1H-indol-3-yl)-2-((3-(2-hydroxyethoxy)-5-methoxyphenyl)amino)ethanone